CC=1C(=C(C=NC1)N)N 5-methylpyridine-3,4-Diamine